4-(4-bromo-3-fluorophenyl)-1H-1,2,3-triazol BrC1=C(C=C(C=C1)C=1N=NNC1)F